3-[2-(4-tert-butylphenylamino)-1-hydroxyethyl]-1H-1,2,4-triazole-5(4H)-thione C(C)(C)(C)C1=CC=C(C=C1)NCC(O)C1=NNC(N1)=S